Methyl 2-ethyl-4-((3-iodoimidazo[1,2-a]pyrazin-8-yl)amino)benzoate hydrochloride Cl.C(C)C1=C(C(=O)OC)C=CC(=C1)NC=1C=2N(C=CN1)C(=CN2)I